N-phenyl-3-(phenyl-disulfanyl)propionamide C1(=CC=CC=C1)NC(CCSSC1=CC=CC=C1)=O